C(#N)C1=C(C=CC=C1)N1N=C(C=C1)NC(C)=O N-[1-(2-cyanophenyl)pyrazol-3-yl]acetamide